ClC1=CC=C2C(=N1)SC(=N2)NC(O)=O.NCC=2C=C(N)C=CC2 3-(aminomethyl)aniline N-(5-chlorothiazolo[5,4-b]pyridin-2-yl)carbamate